methyl 2-(5-((2,6-dichlorobenzyl)oxy)-2,3-dihydro-1H-inden-1-yl)-2-azaspiro[3.3]heptane-6-carboxylate ClC1=C(COC=2C=C3CCC(C3=CC2)N2CC3(C2)CC(C3)C(=O)OC)C(=CC=C1)Cl